1-methyl-3-(4-methyl-4-piperidinyl)-4H-pyrimido[4,5-d]pyrimidin-2-one CN1C(N(CC=2C1=NC=NC2)C2(CCNCC2)C)=O